mercaptosilanetriol S[Si](O)(O)O